C(CCCCCCC\C=C/C[C@H](O)CCCCCC)(=O)[O-] Ricinoleate